O=C1N(C(C2=CC=CC=C12)=O)CC1CC(CN(C1)C(=O)OC(C)(C)C)(F)F tert-butyl 5-[(1,3-dioxoisoindolin-2-yl)methyl]-3,3-difluoro-piperidine-1-carboxylate